O1CCN(CC1)C1=C(C=O)C=CC=C1 2-morpholinobenzaldehyde